CC1(C(N(C2=CC=CC=C12)C(=O)OC(C)(C)C)C(=O)OCC)C 1-(tert-butyl) 2-ethyl 3,3-dimethylindoline-1,2-dicarboxylate